N-(6-(7-hydroxy-1-methyl-1H-pyrrolo[2,3-c]pyridin-3-yl)-1-((1-methyl-1H-indol-4-yl)methyl)-1H-indazol-4-yl)ethanesulfonamide OC=1N=CC=C2C1N(C=C2C2=CC(=C1C=NN(C1=C2)CC2=C1C=CN(C1=CC=C2)C)NS(=O)(=O)CC)C